Cl.N[C@H]1CCC(N(C1)C)=O (5S)-5-amino-1-methylpiperidin-2-one hydrochloride